Cl.N[C@H]1CS(C=C1)(=O)=O (R)-3-amino-2,3-dihydrothiophene 1,1-dioxide, hydrochloride